Cl.NC1=NC=NN2C1=C(C=C2C=2C=CC(N(N2)CC(F)F)=O)N2CC(CCC2)N 6-(4-Amino-5-(3-aminopiperidin-1-yl)pyrrolo[2,1-f][1,2,4]triazin-7-yl)-2-(2,2-difluoroethyl)pyridazin-3(2H)-one hydrochloride